3-(N-(4-chloro-5-cyano-2-(thiazol-2-yl)phenyl)sulfamoyl)-4-cyclopropylbenzoic Acid ClC1=CC(=C(C=C1C#N)NS(=O)(=O)C=1C=C(C(=O)O)C=CC1C1CC1)C=1SC=CN1